cyclopentylisobutyloxysilane C1(CCCC1)[SiH2]OCC(C)C